FC1=C(C=CC(=C1)C=C)C=1N=C2SC3=C(N2C1)C=CC(=C3)C(=O)NCCCN3CCC(CC3)F (2-fluoro-4-vinylphenyl)-N-(3-(4-fluoropiperidin-1-yl)propyl)benzo[d]imidazo[2,1-b]thiazole-7-carboxamide